FC=1C=C(C=CC1C1=C(C(=C(C=C1)F)F)F)C1(CCC(CC1)C1OCC(CC1)CCC)O 1-[3-Fluoro-4-(2,3,4-trifluorophenyl)phenyl]-4-(5-propyltetrahydropyran-2-yl)cyclohexanol